C(C1=CC=CC=C1)OC1=C(C(=C2C[C@@H](N(C2=C1)C(=O)OC(C)(C)C)CN(CCC)C(=O)OC(C)(C)C)F)N1S(NC(C1)=O)(=O)=O tert-butyl (2R)-6-(benzyloxy)-2-{[(tert-butoxycarbonyl)(propyl)amino]methyl}-4-fluoro-5-(1,1,4-trioxo-1λ6,2,5-thiadiazolidin-2-yl)-2,3-dihydro-1H-indole-1-carboxylate